oxo-4H-1-benzopyran O=C1C=COC2=C1C=CC=C2